C(C)(C)C1=C(C=CC=C1)C1=NC=C2NC(N(C2=N1)CC1=CC=C(C(=O)NCC=2N(C=CN2)C)C=C1)=O 4-((2-(2-isopropylphenyl)-8-oxo-7,8-dihydro-9H-purin-9-yl)methyl)-N-((1-methyl-1H-imidazol-2-yl)methyl)benzamide